heptyl-(2-hydroxyethyl)dimethylammonium C(CCCCCC)[N+](C)(C)CCO